(2RS)-2-(6-bromo-1-oxo-isoindolin-2-yl)-2-(2-methoxyphenyl)-N-thiazol-2-yl-acetamide BrC1=CC=C2CN(C(C2=C1)=O)[C@@H](C(=O)NC=1SC=CN1)C1=C(C=CC=C1)OC |r|